Piperidine-2,6-dione formate C(=O)O.N1C(CCCC1=O)=O